FC1=C(C=C(C=C1)N1CCC1)N1N=C2N=CC(=CC2=C1)C1=NC=CC=C1F N-{4-fluoro-3-[5-(3-fluoropyridin-2-yl)-2H-pyrazolo[3,4-b]pyridin-2-yl]phenyl}azetidine